1-(3-phenylpropyl)dihydropyrimidine-2,4(1h,3h)-dione C1(=CC=CC=C1)CCCN1C(NC(CC1)=O)=O